FC1=C(C(=O)NC2=C(C(=O)NCCCC3=CC=CC=C3)C=C(C(=C2OC)OC)OC)C=CC=C1 2-(2-fluorobenzamido)-3,4,5-trimethoxy-N-(3-phenylpropyl)benzamide